N-(4-{[6-(5-chloro-2-fluoro-phenyl)-2H,3H,4H-pyrido[3,2-b]-[1,4]oxazin-8-yl]amino}pyridin-2-yl)-3-(morpholin-4-yl)propan-amide ClC=1C=CC(=C(C1)C=1C=C(C=2OCCNC2N1)NC1=CC(=NC=C1)NC(CCN1CCOCC1)=O)F